FCC1(CC2(OCCO2)CCC1)CN1C=NC2=C1C=C(C=C2)C#N ((7-(fluoromethyl)-1,4-dioxaspiro[4.5]decan-7-yl)methyl)-1H-benzo[d]imidazole-6-carbonitrile